COC=1C=C(C=C2CN(CC(C2=O)=CC2=CC(=C(C(=C2)OC)OC)OC)S(=O)(=O)C2=CC=C(C=C2)NC(C)=O)C=C(C1OC)OC 3,5-bis(3,4,5-trimethoxybenzylidene)-N-(4-acetamidobenzenesulfonyl)-4-piperidone